ClC1=C(C(=CC=C1)F)CC1=NOC(N1CC1CCCC1)=O 3-[(2-chloro-6-fluorophenyl)methyl]-4-(cyclopentylmethyl)-4,5-dihydro-1,2,4-oxadiazol-5-one